N1=CC=C(C=C1)C1=CNC2=CC=C(C=C12)C(=O)O 3-(pyridin-4-yl)-1H-indole-5-carboxylic acid